CC(=CC)CCCC(CCCC(CCCC(C)C)C)C 3,7,11,15-tetramethyl-hexadeca-2-ene